morpholinyltrifluoromethanesulfonamide N1(CCOCC1)NS(=O)(=O)C(F)(F)F